BrC=1C=C2C(C(N(C2=CC1)CCOCCON1C(C2=CC=C(C=C2CC1)OC)(C)CC(=O)NC=1SC=CN1)=O)=CC1=CC(=C(C(=C1)Br)O)Br 2-(2-(2-(2-(5-bromo-3-(3,5-dibromo-4-hydroxybenzylidene)-2-oxindol-1-yl)Ethoxy)ethoxy)-6-methoxy-1-methyl-1,2,3,4-tetrahydroisoquinolin-1-yl)-N-(thiazol-2-yl)acetamide